tert-butyl 4-(6-(4-(3-ethylphenoxy)butyl)-1H-benzo[d]imidazole-2-carbonyl)piperazine-1-carboxylate C(C)C=1C=C(OCCCCC=2C=CC3=C(NC(=N3)C(=O)N3CCN(CC3)C(=O)OC(C)(C)C)C2)C=CC1